(1,5-dimethyl-1-vinyl-hex-4-enyl)acetate CC(CCC=C(C)C)(C=C)CC(=O)[O-]